cyclohex-ane-1,2-diol C1(C(CCCC1)O)O